NC1=NC(=C(C(=N1)C)CC=1C=C(C=CC1OC)C(C(=O)O)(C)C)N[C@H](CCSC)CCCC (S)-2-(3-((2-amino-4-methyl-6-((1-(methylthio)heptan-3-yl)amino)pyrimidin-5-yl)methyl)-4-methoxyphenyl)-2-methylpropanoic acid